C[C@H]1N(C[C@@H]([C@H]([C@@H]1O)O)O)CCC1=CC=C(C=C1)OC1COCCC1 (2R,3R,4R,5S)-2-methyl-1-(4-((tetrahydro-2H-pyran-3-yl)oxy)phenethyl)piperidine-3,4,5-triol